C(C(C)C)(=O)N1CCC(CC1)N1N=CC(=C1)C1=NNC2=C1N=C(N=C2)N2C1C(N(CC2CC1)C)=O 8-(3-(1-(1-Isobutyrylpiperidin-4-yl)-1H-pyrazol-4-yl)-1H-pyrazolo[4,3-d]pyrimidin-5-yl)-3-methyl-3,8-diazabicyclo[3.2.1]octan-2-one